F\C(=C(/C1=CC=CC=C1)\F)\C1=CC(=NC=C1)CNC(OC(C)(C)C)=O tert-butyl N-[[4-[(E)-1,2-difluoro-2-phenyl-vinyl]-2-pyridyl]methyl]carbamate